C1=CC(=C(C(=C1)Cl)C2=CC=C(C=C2)O)Cl The molecule is a member of the class of hydroxybiphenyls that is biphenyl-4-ol with chlorine atoms substituted at positions 2 and 6. It has a role as a metabolite. It is a member of hydroxybiphenyls and a dichlorobenzene. It derives from a biphenyl-4-ol.